tert-butyl 3-(4-(4-chloro-7,7-dimethyl-5-oxo-5,7-dihydroindolo[1,2-a]quinazolin-10-yl)-[1,4'-bipiperidin]-1'-yl)propanoate ClC=1C=2C(N=C3N(C2C=CC1)C1=CC(=CC=C1C3(C)C)C3CCN(CC3)C3CCN(CC3)CCC(=O)OC(C)(C)C)=O